(E)-(2-((Cyclopropanecarbonyl)imino)-4-((2-methoxy-3-(2-methyl-2H-tetrazol-5-yl)phenyl)amino)-5-((methyl-d3)carbamoyl)pyridin-1(2H)-yl)methyl 4-((phosphonooxy)methyl)benzoate P(=O)(O)(O)OCC1=CC=C(C(=O)OCN2/C(/C=C(C(=C2)C(NC([2H])([2H])[2H])=O)NC2=C(C(=CC=C2)C=2N=NN(N2)C)OC)=N/C(=O)C2CC2)C=C1